O=C1N(C2=CC=CC=C2C(N1CCC1=CC=CC=C1)=O)CC1=C(C=C(C(=O)NO)C=C1)F 4-((2,4-dioxo-3-phenethyl-3,4-dihydroquinazolin-1(2H)-yl)methyl)-3-fluoro-N-hydroxybenzoamide